ClC=1C(=C2C=NNC2=CC1C)C1=C2C(=C3C(=NC=NC3=C1)N1C[C@@H](NCC1)CC#N)OCCC2 2-((2S)-4-(5-(5-chloro-6-methyl-1H-indazol-4-yl)-3,4-dihydro-2H-pyrano[2,3-f]quinazolin-10-yl)piperazin-2-yl)acetonitrile